2-Bromo-N-(4-(tert-butyl)phenyl)acetamide BrCC(=O)NC1=CC=C(C=C1)C(C)(C)C